butylphenyl (butylphenyl) phenyl phosphate P(=O)(OC1=C(C=CC=C1)CCCC)(OC1=C(C=CC=C1)CCCC)OC1=CC=CC=C1